(m-hydroxyphenyl){6-[3-methyl-1-(o-tolyl)-5-pyrazolyl]-2-aza-2-spiro[3.3]heptyl}methanone OC=1C=C(C=CC1)C(=O)N1CC2(C1)CC(C2)C2=CC(=NN2C2=C(C=CC=C2)C)C